7-fluoro-1,4,4,9-tetramethyl-8-(1-methylsulfonylindazol-4-yl)-5H-imidazo[1,2-a]quinoxaline FC=1C=C2NC(C=3N(C2=C(C1C1=C2C=NN(C2=CC=C1)S(=O)(=O)C)C)C(=CN3)C)(C)C